N-[(1r,4r)-4-[2-(Methylsulfanyl)-7-oxo-5-[2-(triisopropylsilyl)ethynyl]pyrido[2,3-d]pyrimidin-8-yl]cyclohexyl]pyridazine-4-carboxamide CSC=1N=CC2=C(N1)N(C(C=C2C#C[Si](C(C)C)(C(C)C)C(C)C)=O)C2CCC(CC2)NC(=O)C2=CN=NC=C2